(S)-2-methyl-N-((S)-7-azaspiro[3.5]nonan-1-yl)propane-2-sulfinamide CC(C)(C)[S@](=O)N[C@H]1CCC12CCNCC2